[Si](C1=CC=CC=C1)(C1=CC=CC=C1)(C(C)(C)C)O[C@@H]1C[C@@H](N(C1)C(=O)OC(C)(C)C)COC1=C(C(=CC(=C1)Cl)OC(C)C)C(=O)OC tert-butyl (2R,4R)-4-((tert-butyldiphenylsilyl)oxy)-2-((5-chloro-3-isopropoxy-2-(methoxycarbonyl)phenoxy)methyl)pyrrolidine-1-Carboxylate